cis-4-((4-Ethoxy-5-(quinoxalin-6-yl)-7H-pyrrolo[2,3-d]pyrimidin-2-yl)amino)cyclohexan-1-ol C(C)OC=1C2=C(N=C(N1)N[C@H]1CC[C@H](CC1)O)NC=C2C=2C=C1N=CC=NC1=CC2